(7S,8R)-2-((5-((R)-2-aminobutan-2-yl)-8-(((2R,4R)-4-(ethylsulfonyl)pent-2-yl)oxy)-2,7-naphthyridin-3-yl)amino)-7,8-dimethyl-7,8-dihydro-5H-pyrano[4,3-b]pyridin-5-one N[C@](C)(CC)C1=C2C=C(N=CC2=C(N=C1)O[C@H](C)C[C@@H](C)S(=O)(=O)CC)NC1=CC=C2C(=N1)[C@H]([C@@H](OC2=O)C)C